N-[5-[[2-chloro-6-cyano-4-[1,2,2,3,3,3-hexafluoro-1-(trifluoromethyl)propyl]-phenyl]carbamoyl]-2-cyano-phenyl]-4-cyano-2-methyl-benzamide ClC1=C(C(=CC(=C1)C(C(C(F)(F)F)(F)F)(C(F)(F)F)F)C#N)NC(=O)C=1C=CC(=C(C1)NC(C1=C(C=C(C=C1)C#N)C)=O)C#N